tert-butyl (3R)-3-(4-allylsulfonylanilino)piperidine-1-carboxylate C(C=C)S(=O)(=O)C1=CC=C(N[C@H]2CN(CCC2)C(=O)OC(C)(C)C)C=C1